ethyl P-(4-(5-(chlorodifluoromethyl)-1,2,4-oxadiazol-3-yl)phenyl)-N-(4-chlorophenyl)phosphonamidate ClC(C1=NC(=NO1)C1=CC=C(C=C1)P(OCC)(=O)NC1=CC=C(C=C1)Cl)(F)F